NC1=CC=C(OC2(CC=C(C=C2)OC2=CC=C(C=C2)N)C2=CC=CC=C2)C=C1 1,4-bis(4-Aminophenoxy)biphenyl